NC1=NC2=C(C=3N1N=C(N3)C=3OC=CC3)SC(N2CCOC)=O 5-amino-8-(furan-2-yl)-3-(2-methoxyethyl)thiazolo[5,4-e][1,2,4]Triazolo[1,5-c]Pyrimidin-2(3H)-one